4-[(trifluoroethyl)oxy]phenyl-dimethylsilane FC(COC1=CC=C(C=C1)[SiH](C)C)(F)F